C1(=CC=CC=C1)C1CCN(CC1)C=1N=C(SC1)NC(OC(C)(C)C)=O tert-butyl (4-(4-phenylpiperidin-1-yl)thiazol-2-yl)carbamate